C(C)(C)(C)OC(=O)N1CC(N(CC1)C=1C=C(C=NC1)B(O)O)=O (5-(4-(tert-butoxycarbonyl)-2-oxopiperazin-1-yl)pyridin-3-yl)boronic acid